O[C@H](COC=1C=C(C=CC1)S(=O)(=O)N(C)C)CNC1COC2(C1)CCN(CC2)S(=O)(=O)C2=CC1=C(OCCN1C)C=C2 3-((2S)-2-hydroxy-3-(8-(4-methyl-3,4-dihydro-2H-benzo[b][1,4]oxazin-6-sulfonyl)-1-oxa-8-azaspiro[4.5]dec-3-ylamino)propoxy)-N,N-dimethylbenzenesulfonamide